C(C)C(C(=O)Cl)CC(F)F 2-ethyl-4,4-difluorobutyryl chloride